2-(4-Fluorophenyl)-N-{4-[3-(2-furyl)-5-methyl-4-oxo-4,5-dihydro-1H-pyrrolo[3,2-c]pyridin-2-yl]pyridin-2-yl}propanamid FC1=CC=C(C=C1)C(C(=O)NC1=NC=CC(=C1)C1=C(C=2C(N(C=CC2N1)C)=O)C=1OC=CC1)C